NC1=CC(=C(C=C1)N1CCC(CC1)[C@H]1C(CN(CC1)C(=O)[O-])(F)F)F (4S)-4-[1-(4-amino-2-fluoro-phenyl)-4-piperidinyl]-3,3-difluoro-piperidine-1-carboxylate